1,4-bis-[4-(3-acryloyloxypropoxy)benzoyloxy]-2-methylbenzene C(C=C)(=O)OCCCOC1=CC=C(C(=O)OC2=C(C=C(C=C2)OC(C2=CC=C(C=C2)OCCCOC(C=C)=O)=O)C)C=C1